1-[4-(2-Cyclobutoxy-thiazol-4-yl)-2,6-difluoro-phenyl]-ethyl acetate C(C)(=O)OC(C)C1=C(C=C(C=C1F)C=1N=C(SC1)OC1CCC1)F